COC1=CC2=C(N(C(N2C)=O)C)C=C1[N+](=O)[O-] 5-methoxy-1,3-dimethyl-6-nitro-1H-benzo[d]imidazol-2(3H)-one